[2-[[1-[2-(aminomethyl)-3,3-difluoro-allyl]-5-oxo-1,2,4-triazol-4-yl]methyl]benzothien-6-yl]-8-methyl-3,4-dihydro-1H-quinolin-2-one trifluoroacetate FC(C(=O)O)(F)F.NCC(CN1N=CN(C1=O)CC=1SC2=C(C1)C=CC(=C2)N2C(CCC1=CC=CC(=C21)C)=O)=C(F)F